O[C@H]1[C@@H](OC([C@H]1O)=C)N1C=CC2=C1N=CN=C2C2=C(C(=O)N)C=CC=C2 (7-((2R,3R,4S)-3,4-dihydroxy-5-methylenetetrahydrofuran-2-yl)-7H-pyrrolo[2,3-d]pyrimidin-4-yl)benzamide